ClC1=CC=C(C=N1)CN1C=CC=C2C1=NC(N(C2=O)C2=C(C(=CC=C2)F)F)=O 8-((6-chloropyridin-3-yl)methyl)-3-(2,3-difluorophenyl)pyrido[2,3-d]pyrimidine-2,4(3H,8H)-dione